ClC1=CC=C(C=C1)N1N=C2C(=N1)C=CC(=C2)NC2CCC2 2-(4-chlorophenyl)-N-cyclobutyl-benzotriazol-5-amine